bis(3,5-dimethylphenyl)naphthyl-phosphine oxide CC=1C=C(C=C(C1)C)P(C1=CC=CC2=CC=CC=C12)(C1=CC(=CC(=C1)C)C)=O